5-Chloromethyl-6-piperazinylbenzo[1,3]dioxazole ClCC1=CC2=C(ONO2)C=C1N1CCNCC1